BrC1=CN=C2C(=NC(=NN21)C(F)(F)F)N 7-bromo-2-(trifluoromethyl)imidazo[2,1-f][1,2,4]Triazin-4-amine